CN1N=C(C2=CC=CC(=C12)N1CCC(CC1)C=1N=C(N2C1CNCC2)C)C2C(NC(CC2)=O)=O 3-(1-methyl-7-(4-(3-methyl-5,6,7,8-tetrahydroimidazo[1,5-a]pyrazin-1-yl)piperidin-1-yl)-1H-indazol-3-yl)piperidine-2,6-dione